FC=1C=C(C=CC1)N1C[C@@H](CCC1)NC1=CC(=C2C(=N1)NC=N2)N2CCOCC2 (R)-N-(1-(3-fluorophenyl)piperidin-3-yl)-7-morpholino-3H-imidazo[4,5-b]pyridin-5-amine